8-ethyl-8-tricyclo[5.2.1.02,6]decyl methacrylate C(C(=C)C)(=O)OC1(C2C3CCCC3C(C1)C2)CC